tert-butyl ((3-((1s,4s)-4-((3-methoxy-4-methylphenyl)carbamoyl)cyclohexyl)-5-methyl-2-oxo-1,2,3,4-tetrahydroquinazolin-8-yl)methyl)carbamate COC=1C=C(C=CC1C)NC(=O)C1CCC(CC1)N1C(NC2=C(C=CC(=C2C1)C)CNC(OC(C)(C)C)=O)=O